OC[C@H](C[C@H]1C(NCC1)=O)NC([C@H](CC(C)C)NC(OCC12CCC(CC1)(CC2)CCCCC)=O)=O (4-Pentylbicyclo[2.2.2]octan-1-yl)methyl ((S)-1-(((S)-1-hydroxy-3-((S)-2-oxopyrrolidin-3-yl)propan-2-yl)amino)-4-methyl-1-oxopentan-2-yl)carbamate